C(C(C)=C)OP(OCC(C)=C)(=O)OP(=O)(O)O.N1CC(CC2=CC=CC=C12)C1=CC=C(C(=O)N)C=C1 4-(1,2,3,4-tetrahydroquinoline-3-yl)benzamide Dimethallyl-pyrophosphate